4-[4-[3-[6-[8-(1,3-benzothiazol-2-ylcarbamoyl)-3,4-dihydro-1H-isoquinolin-2-yl]-2-tert-butoxycarbonyl-3-pyridyl]-2-methyl-phenoxy]phenyl]-2,2-dimethyl-butanoic acid S1C(=NC2=C1C=CC=C2)NC(=O)C=2C=CC=C1CCN(CC21)C2=CC=C(C(=N2)C(=O)OC(C)(C)C)C=2C(=C(OC1=CC=C(C=C1)CCC(C(=O)O)(C)C)C=CC2)C